CC(=CC(=O)[O-])C 3,3-dimethylacrylate